(2-((6,6-dimethyl-2,4-dioxo-3-azabicyclo[3.1.0]hex-3-yl)methyl)thieno[3,2-b]pyridin-7-yl)boronic acid CC1(C2C(N(C(C12)=O)CC1=CC2=NC=CC(=C2S1)B(O)O)=O)C